(2-(benzyloxy)-5-bromophenyl)(methyl)sulfane C(C1=CC=CC=C1)OC1=C(C=C(C=C1)Br)SC